COCCN1CCC2(CCCN(C2)C2=C(C3=C(CC(O3)(C)C)C=C2[N+](=O)[O-])C#N)CC1 6-(9-(2-methoxyethyl)-2,9-diazaspiro[5.5]undec-2-yl)-2,2-dimethyl-5-nitro-2,3-dihydrobenzofuran-7-carbonitrile